(R)-7-Cyclobutyl-N-(1,1-dioxido-2,3-dihydrothiophen-3-yl)-6-fluoro-2-oxo-1,2-dihydroquinoline-3-carboxamide C1(CCC1)C1=C(C=C2C=C(C(NC2=C1)=O)C(=O)N[C@H]1CS(C=C1)(=O)=O)F